C(C)OC(=O)C1(C(C(N(CC1)C1=CC=CC=C1)=O)=O)C(C(=O)OCC)NNC1=CC=C(C=C1)OC ethyl-4-(2-ethoxy-1-(2-(4-methoxyphenyl) hydrazino) 2-oxoethyl)-2,3-dioxo-1-phenylpiperidine-4-carboxylate